C12(CC3CC(CC(C1)C3)C2)CNC(C2=CC=C(C=C2)N2CCN(CC2)C(=O)C=2C=NC=C(C2)C#CC2=CC(=CC=C2)O)=O N-(1-Adamantylmethyl)-4-[4-[5-[2-(3-hydroxyphenyl)ethynyl]pyridine-3-carbonyl]piperazin-1-yl]benzamide